(S or R)-4-(6-chloro-2-(3-(dimethylamino)azetidin-1-yl)-8-fluoro-4-(Piperidin-4-yl)quinazolin-7-yl)naphthalene-2-ol ClC=1C=C2C(=NC(=NC2=C(C1C1=CC(=CC2=CC=CC=C12)O)F)N1CC(C1)N(C)C)C1CCNCC1